ClC1=CC2=C(N=N1)N(C=C(C2=O)C(=O)N2C[C@H](OCC2)C(C)C)CC 3-Chloro-8-ethyl-6-[(2R)-2-isopropylmorpholine-4-carbonyl]pyrido[2,3-c]pyridazin-5-one